C(C)(C)C1=NN(C(=C1)C(=O)N1[C@@H](CCCC1)COC=1C=C2CN(C(C2=CC1)=O)C1C(NC(CC1)=O)=O)C 3-(5-(((S)-1-(3-isopropyl-1-methyl-1H-pyrazole-5-carbonyl)piperidin-2-yl)methoxy)-1-oxoisoindolin-2-yl)piperidine-2,6-dione